C(C)N(CC(=O)O)C(=O)C=1N2C(C3=C(C=CC=C3C1OCC1=CC=CC=C1)OC1=CC=CC=C1)=NC=N2.CSCC2=CC=C(N)C=C2 4-((methylthio)methyl)aniline ethyl-(6-(benzyloxy)-10-phenoxy-[1,2,4]triazolo[5,1-a]isoquinoline-5-carbonyl)glycinate